5-methoxy-2-((7-oxo-9-(trifluoromethyl)-7H-pyrimido[5',4':3,4]cyclopenta[1,2-c]quinolin-2-yl)amino)benzonitrile COC=1C=CC(=C(C#N)C1)NC=1C=C2C3=C(C=NC2=CC1)C(C1=C3C=NC(=N1)C(F)(F)F)=O